C1(CC1)C=1C(=NC=CC1)C1=C(C=C2C(=CN(C2=C1)CC(C)(C)C)[C@@H](C(F)F)NS(=O)(=O)C1CC1)F (S)-N-(1-(6-(3-cyclopropylpyridin-2-yl)-5-fluoro-1-neopentyl-1H-indol-3-yl)-2,2-difluoroethyl)cyclopropanesulfonamide